2-(2',4'-dimethyl-[1,1'-biphenyl]-2-yl)-1-ethyl-5-(1-methyl-1H-1,2,4-triazol-5-yl)-1H-benzo[d]imidazole CC1=C(C=CC(=C1)C)C1=C(C=CC=C1)C1=NC2=C(N1CC)C=CC(=C2)C2=NC=NN2C